O1C(CCC1)C(=O)N1CCN(CC1)C1=NN=C(C2=CC=CC=C12)C1=CC=CC=C1 1-[4-(oxolane-2-carbonyl)piperazin-1-yl]-4-phenylphthalazine